2-pyridylethanesulfonic acid N1=C(C=CC=C1)C(C)S(=O)(=O)O